O=C1NC(CCC1N1C(C2=CC=CC(=C2C1=O)N1CCC(CC1)CO)=O)=O 2-(2,6-Dioxopiperidin-3-yl)-4-[4-(hydroxymethyl)piperidin-1-yl]isoindole-1,3-dione